N-[2-amino-5-(4-fluorophenyl)phenyl]-6-[(methylsulfonyl)methyl]pyridine-3-carboxamide NC1=C(C=C(C=C1)C1=CC=C(C=C1)F)NC(=O)C=1C=NC(=CC1)CS(=O)(=O)C